[C-]#[C-].[Bi+3].C=C1C(C=CC=C1)=C.[C-]#[C-].[C-]#[C-].[Bi+3] 1,2-bis(methylene)benzene bismuth acetylide